N-(3-(difluoromethyl)-1-(1-(1-(methylsulfonyl)piperidin-4-yl)azetidin-3-yl)-1H-pyrazol-4-yl)-6-(1H-pyrazol-3-yl)-2-pyridineamide FC(C1=NN(C=C1NC(=O)C1=NC(=CC=C1)C1=NNC=C1)C1CN(C1)C1CCN(CC1)S(=O)(=O)C)F